ethyl (methyl) ketone CC(=O)CC